C(#N)CCCC(=O)N1CCC(=CC1)C1=C2C(=NC(=C1)NC(=O)C1CC1)NC=C2 N-(4-(1-(4-cyanobutyryl)-1,2,3,6-tetrahydropyridin-4-yl)-1H-pyrrolo[2,3-b]pyridin-6-yl)cyclopropylcarboxamide